methyl 2-(2-(3-(trifluoromethyl)phenyl)-3,4-dihydro-2H-pyrrol-5-yl)hydrazine-1-carboxylate FC(C=1C=C(C=CC1)C1N=C(CC1)NNC(=O)OC)(F)F